n-propyl 4-carboxy-2-hydroxy-α-cyanocinnamate C(=O)(O)C1=CC(=C(C=C(C(=O)OCCC)C#N)C=C1)O